(6Z)-6-methoxyimino-5,5-dimethyl-8-(4-piperidinyloxy)benzo[h]quinazolin-4-amine CO\N=C/1\C(C=2C(=NC=NC2C2=C1C=C(C=C2)OC2CCNCC2)N)(C)C